(4-amino-7-fluoroimidazo[1,5-a]quinoxalin-8-yl)((2R,4aS,9aR)-7-(1-(difluoromethyl)-1H-pyrazol-4-yl)-8-fluoro-2-methyl-2,3,9,9a-tetrahydroindeno[2,1-b][1,4]oxazin-4(4aH)-yl)methanone NC=1C=2N(C3=CC(=C(C=C3N1)F)C(=O)N1[C@@H]3[C@H](O[C@@H](C1)C)CC=1C(=C(C=CC13)C=1C=NN(C1)C(F)F)F)C=NC2